2-[5-[8-[2-[3-(3,3a,4,6,7,7a-hexahydro-2H-furo[3,2-c]pyridin-5-yl)prop-1-ynyl]-4-pyridyl]-3,8-diazabicyclo[3.2.1]octan-3-yl]-6-amino-pyridazin-3-yl]phenol O1CCC2CN(CCC21)CC#CC2=NC=CC(=C2)N2C1CN(CC2CC1)C=1C=C(N=NC1N)C1=C(C=CC=C1)O